FC(C=1C=C(C=CC1)C(C)ON=CC1=C(C=CC=C1)CC(=O)N)(F)F 2-[[[1-[3-(trifluoromethyl)phenyl]-ethoxy]imino]methyl]benzeneacetamide